NC(=O)C1=CC=CC2=CN(N=C12)C=1C=C(C(=O)NC2CC[NH2+]CC2)C=CC1 4-({3-[7-(aminocarbonyl)-2H-indazole-2-yl]benzoyl}amino)piperidinium